BrC1=CC=C(C=C1)C=1N=C(SC1)NC(C1=C(C=C(C=C1)F)NS(=O)(=O)C)=O N-(4-(4-bromophenyl)thiazol-2-yl)-4-fluoro-2-(methylsulfonamido)benzamide